6-chloro-4-[4-(4-fluoro-N-(4-fluorophenyl)anilino)-1-piperidyl]-1-methyl-2-oxo-1,5-naphthyridine-3-carbonitrile ClC=1N=C2C(=C(C(N(C2=CC1)C)=O)C#N)N1CCC(CC1)N(C1=CC=C(C=C1)F)C1=CC=C(C=C1)F